N-cyclohexyl-4-nitro-2-(2H-tetrazol-5-yl)aniline C1(CCCCC1)NC1=C(C=C(C=C1)[N+](=O)[O-])C=1N=NNN1